3-((3-([1,1'-biphenyl]-3-yl)-1H-pyrazol-1-yl)methyl)benzonitrile C1(=CC(=CC=C1)C1=NN(C=C1)CC=1C=C(C#N)C=CC1)C1=CC=CC=C1